Di-n-Octyl Hydrogen Phosphite P(OCCCCCCCC)(OCCCCCCCC)O